P(=O)(OC(C)(C)C)(OC(C)(C)C)OCN1C(C(CCC1=O)N1C(C2=CC=C(C=C2C1)CNC(C(C1=CC=C(C=C1)F)(F)F)=O)=O)=O Di-tert-butyl ((3-(5-((2,2-difluoro-2-(4-fluorophenyl)acetamido)methyl)-1-oxoisoindolin-2-yl)-2,6-dioxopiperidin-1-yl)methyl) phosphate